bromo-7-ethyl-6-hydroxy-8,9-dihydro-6H-pyrido[2,1-b]quinazolin-11(7H)-one BrC1=C2C(N3C(=NC2=CC=C1)C(C(CC3)CC)O)=O